((5-(4-fluorophenyl)-6-isopropyl-1H-pyrazolo[4,3-g]isoquinolin-8-yl)imino)(methyl)(piperidin-4-yl)-λ6-sulfanone FC1=CC=C(C=C1)C1=C(N=C(C2=CC3=C(C=C12)C=NN3)N=S(=O)(C3CCNCC3)C)C(C)C